ClC=1C(=CSC1)CC[C@@]1(CN(CC1)C(C)(C)C=1C=CC(=NC1)C)COCC |o1:8| (R or S)-5-(2-(3-(2-(4-chlorothiophen-3-yl)ethyl)-3-(ethoxy-methyl)pyrrolidin-1-yl)propan-2-yl)-2-methylpyridine